(E)-3-(dimethylamino)-1-(4-methoxynaphthalene-1-yl)-2-(4-methoxyphenyl)prop-2-ene CN(/C=C(\CC1=CC=C(C2=CC=CC=C12)OC)/C1=CC=C(C=C1)OC)C